ClC1=NC=C(C(=N1)N[C@@H]1[C@H](CC2=CC=CC=C12)O)C(=O)OCC Ethyl 2-chloro-4-{[(1S,2S)-2-hydroxy-2,3-dihydro-1H-inden-1-yl]amino}pyrimidine-5-carboxylate